methyl 2,4-dioxo-1,3-dihydroquinazoline-7-carboxylate O=C1NC2=CC(=CC=C2C(N1)=O)C(=O)OC